1-((10-hydroxy-7-(3-(trifluoromethyl)cyclobutane-1-carbonyl)-7-azaspiro[4.5]decan-10-yl)methyl)-N,N-dimethyl-6-oxo-4-phenyl-1,6-dihydropyridine-3-carboxamide OC1(CCN(CC12CCCC2)C(=O)C2CC(C2)C(F)(F)F)CN2C=C(C(=CC2=O)C2=CC=CC=C2)C(=O)N(C)C